5-methyl-5-phenyl-bicyclo[2.2.1]hept-2-ene CC1(C2C=CC(C1)C2)C2=CC=CC=C2